2-[2,4-difluoro-5-[(E)-2-methoxyvinyl]-3-methyl-phenyl]acetic acid FC1=C(C=C(C(=C1C)F)\C=C\OC)CC(=O)O